C(C)(C)OP(OC(C)C)C(C(=S)OCC)C ethyl (diisopropoxyphosphino)-thiopropionate